ClC1=CC(=C2C(=N1)C=C(S2)C(=O)NC=2C=NC=CC2)N2CCOCC2 5-chloro-7-morpholino-N-(pyridin-3-yl)thieno[3,2-b]pyridine-2-carboxamide